OCC1=NN(C(=C1)CCC=1C=C(C=2CCCCC2C1)O)C 3-(2-(3-(Hydroxymethyl)-1-methyl-1H-pyrazol-5-yl)ethyl)-5,6,7,8-tetrahydronaphthalen-1-ol